[C-]#[C].[Th] Thorium carbide